[Si](C)(C)(C(C)(C)C)OC(C(=O)N(C)OC)CC ((tert-butyldimethylsilyl)oxy)-N-methoxy-N-methylbutanamide